CN1N=C(C2=CC=C(C=C12)N(C1CCNCC1)C)C1C(NC(CC1)=O)=O 3-[1-Methyl-6-[methyl(4-piperidyl)amino]indazol-3-yl]piperidine-2,6-dione